BrC=1C=C(C=C(C1)Cl)C1=CC=C(C=C1)C(C)(C)C 3-bromo-4'-tert-butyl-5-chloro-1,1'-biphenyl